methyl-indazole-7-carboxamide CC1=NNC2=C(C=CC=C12)C(=O)N